N-methyl-2-(4-methyl-3-{2-methyl-6-[4-(trifluoromethyl)-phenoxy]pyrimidin-4-yl}-5-oxo-1H,4H,5H-pyrrolo[3,2-b]pyridin-1-yl)acetamide CNC(CN1C=C(C=2N(C(C=CC21)=O)C)C2=NC(=NC(=C2)OC2=CC=C(C=C2)C(F)(F)F)C)=O